N-(4-bromo-2-carbamoyl-6-methyl-phenyl)-2-(3-chloro-2-pyridyl)-5-iodo-pyrazole-3-carboxamide BrC1=CC(=C(C(=C1)C)NC(=O)C=1N(N=C(C1)I)C1=NC=CC=C1Cl)C(N)=O